(±)-3-Benzyl 8-methyl 1,2,4,4a,5,6-hexahydro-3H-pyrazino[1,2-a]pyrido[2,3-e]pyrazine-3,8-dicarboxylate C1CN(C[C@@H]2N1C1=C(NC2)N=C(C=C1)C(=O)OC)C(=O)OCC1=CC=CC=C1 |r|